tert-butyl N-[trans-4-[[3-[N'-(2-chloro-5-fluoro-phenyl)carbamimidoyl]-6-(2-ethyl-4,5-dihydroxy-phenyl)pyrrolo[1,2-b]pyridazin-4-yl]amino]cyclohexyl]carbamate ClC1=C(C=C(C=C1)F)N=C(N)C1=C(C=2N(N=C1)C=C(C2)C2=C(C=C(C(=C2)O)O)CC)N[C@@H]2CC[C@H](CC2)NC(OC(C)(C)C)=O